ClC1=NC(=C2N(C=NC2=N1)COCC[Si](C)(C)C)OCC1=CC=C(C=C1)C=1N(C=C(N1)C(F)(F)F)C 2-[[2-chloro-6-[[4-[1-methyl-4-(trifluoromethyl)imidazol-2-yl]phenyl]methoxy]purin-7-yl]methoxy]ethyl-trimethyl-silane